imidazo[1,2-a]pyrazine Hydrate O.N=1C=CN2C1C=NC=C2